(5-(Difluoromethyl)pyridin-3-yl)-1-(2-methoxypyrimidin-5-yl)-1-((5-(trifluoromethyl)-1H-pyrazol-3-yl)methyl)urea FC(C=1C=C(C=NC1)NC(N(CC1=NNC(=C1)C(F)(F)F)C=1C=NC(=NC1)OC)=O)F